CC1CN(C1)C1=C(CNCCC2(CCOC3(CCCC3)C2)C2=NC=CC=C2)C=CC=C1 N-(2-(3-methylazetidin-1-yl)benzyl)-2-(9-(pyridin-2-yl)-6-oxaspiro[4.5]dec-9-yl)ethylamine